3-(4-fluorophenyl)dihydrofuran-2(3H)-one FC1=CC=C(C=C1)C1C(OCC1)=O